C1(CCCCC1)CS(=O)(=O)NC(=O)C1=NN=C(N1C1=C(C=CC=C1OC)OC)C1=NC(=CC=C1)OC N-((cyclohexylmethyl)sulfonyl)-4-(2,6-dimethoxyphenyl)-5-(6-methoxypyridin-2-yl)-4H-1,2,4-triazole-3-carboxamide